4-(benzyloxy)-2-((2R,3S,4S,5R)-3-(3,4-difluoro-2-methoxyphenyl)-4,5-dimethyl-5-(trifluoromethyl)tetrahydrofuran-2-yl)-N-(2-methoxyethyl)-N,6-dimethylpyrimidin-5-amine C(C1=CC=CC=C1)OC1=NC(=NC(=C1N(C)CCOC)C)[C@@H]1O[C@]([C@H]([C@H]1C1=C(C(=C(C=C1)F)F)OC)C)(C(F)(F)F)C